5-(2-bromoethyl)-2-nitropyridine BrCCC=1C=CC(=NC1)[N+](=O)[O-]